N-(5-fluoro-6-(4-(piperidin-2-yl)-1H-imidazol-1-yl)pyridin-3-yl)-2-(6-(trifluoromethyl)pyridin-2-yl)acetamide FC=1C=C(C=NC1N1C=NC(=C1)C1NCCCC1)NC(CC1=NC(=CC=C1)C(F)(F)F)=O